NC1=C(SC2=NC(=CC=C21)C)C(=O)N[C@H]2COC1=C(C2)C=CC(=C1F)N1C[C@H]([C@@H](C1)OC)N 3-amino-N-[(3R)-7-[(3R,4R)-3-amino-4-methoxypyrrolidin-1-yl]-8-fluoro-3,4-dihydro-2H-1-benzopyran-3-yl]-6-methylthieno[2,3-b]pyridine-2-carboxamide